BrC=1C(=C(C=CC1)/C=C/CC(=O)O)F (E)-4-(3-bromo-2-fluorophenyl)but-3-enoic acid